C1(CC1)C1=C(C(=NC=2N1N=CN2)C)CC2=CC=C(C=C2)[SH2](=O)C=N [4-({7-cyclopropyl-5-methyl-[1,2,4]triazolo[1,5-a]pyrimidin-6-yl}methyl)phenyl](imino)methyl-λ6-sulfanone